CC1C(CCC1(C1=CC=C(C=C1)OC)C)=O 2,3-dimethyl-3-(p-methoxyphenyl)cyclopentane-1-one